N-((1,2,3,5,6,7-hexahydro-s-indacen-4-yl)carbamoyl)-5-methyl-4-oxo-4,5,6,7-tetrahydropyrazolo[1,5-a]pyrazine-2-sulfonamide, sodium salt [Na].C1CCC2=C(C=3CCCC3C=C12)NC(=O)NS(=O)(=O)C1=NN2C(C(N(CC2)C)=O)=C1